NC1=NC=2C=CC(=CC2C=2N1C=NC2I)C(=O)OC Methyl 5-amino-1-iodoimidazo[1,5-c]quinazoline-9-carboxylate